tert-butyl (R)-4-(fluoromethyl-d2)-1,2,3-oxathiazolidine-3-carboxylate 2,2-dioxide FC([C@@H]1N(S(OC1)(=O)=O)C(=O)OC(C)(C)C)([2H])[2H]